O.O.O.O.O.[Sn](Cl)(Cl)(Cl)Cl Tin chloride pentahydrate